C(=C)C1=[N+](C=CC=C1)CCCS(=O)(=O)O 2-vinyl-1-(3-sulfopropyl)pyridinium